C(C)OC(C(CC1=CC=CC(=N1)N1C=CC2=CC=C(C=C12)OC(F)(F)F)(C)C)=O 1-(6-(3-ethoxy-2,2-dimethyl-3-oxopropyl)pyridin-2-yl)-6-(trifluoromethoxy)-1H-indole